1,2-dithiinyl-sn-glycero-3-phosphate S1SC(=CC=C1)C(O)[C@@H](O)COP(=O)(O)O